Thiazepine-1,1-dioxide S1(N=CC=CC=C1)(=O)=O